Cl.N1=CN=CC2=CC(=CC=C12)N1C=CC2=C(C=CC=C12)CN1CCOCC1 4-((1-(quinazolin-6-yl)-1H-indol-4-yl)methyl)morpholine hydrochloride